dipotassium edetate C(N(CC(=O)[O-])CC(=O)O)CN(CC(=O)O)CC(=O)[O-].[K+].[K+]